3-{4-[(6-Chloro-2-{4-[4-(2-methoxyethyl)piperazin-1-yl]phenyl}-3H-imidazo[4,5-b]pyridin-7-yl)amino]piperidin-1-yl}propanenitrile ClC=1C(=C2C(=NC1)NC(=N2)C2=CC=C(C=C2)N2CCN(CC2)CCOC)NC2CCN(CC2)CCC#N